tert-butyl 4-((1-(3-((2,6-dioxopiperidin-3-yl)amino)phenyl)piperidin-4-yl)methyl)piperazine-1-carboxylate O=C1NC(CCC1NC=1C=C(C=CC1)N1CCC(CC1)CN1CCN(CC1)C(=O)OC(C)(C)C)=O